N[C@H](CNC(=O)[C@H]1[C@@](C1)(C1=CC=CC=C1)C)CC1=C(C=C(C=C1)O)Cl (1r,2r)-N-((S)-2-amino-3-(2-chloro-4-hydroxyphenyl)-propyl)-2-methyl-2-phenylcyclopropane-1-carboxamide